N=1CCN2C1CCCC2 2,3,5,6,7,8-hexahydroimidazo[1,2-a]pyridine